C12NCC(C(=C1)C1=NN(C3=C1C=NC(=C3F)C3=CC(=CC1=CC=C(C(=C31)C#C)F)O)C)CC2 4-[3-(2-azabicyclo[2.2.2]oct-5-en-5-yl)-7-fluoro-1-methyl-pyrazolo[4,3-c]pyridin-6-yl]-5-ethynyl-6-fluoro-naphthalen-2-ol